C(C)OC(=O)C1=C(N(C2=CC(=CC=C12)Br)C)CBr 6-bromo-2-bromomethyl-1-methylindole-3-carboxylic acid ethyl ester